3-(Methacryloyloxy)propyltrimethoxyphenylsilane C(C(=C)C)(=O)OCCCC1=C(C=CC=C1)[Si](OC)(OC)OC